O(C1=CC=CC=C1)C1=CC=C(OCC2CO2)C=C1 2-[(4-phenoxyphenoxy) methyl]Ethylene oxide